(R)-N-((1-(6-Bromo-3-methylpyridine-2-carbonyl)-5,5-difluoropiperidin-2-yl)methyl)acetamide BrC1=CC=C(C(=N1)C(=O)N1[C@H](CCC(C1)(F)F)CNC(C)=O)C